FC(C(=O)O)(F)F.FC1=C(C=CC(=C1)F)S(=O)(=O)NC=1C(=NC=C(C1)N1N=C2N=CN=C(C2=C1)N1CCNCC1)OC 2,4-difluoro-N-(2-methoxy-5-(4-(piperazine-1-yl)-2H-pyrazolo[3,4-d]pyrimidine-2-yl)pyridine-3-yl)benzenesulfonamide trifluoroacetate